C(C)(=O)N1CCP(CC1)(=O)C1=CC2=C(N=C(N=C2N[C@H](C)C2=C(C(=CC=C2)C(F)(F)F)C)C)N=C1C 1-acetyl-4-[2,7-dimethyl-4-({(1R)-1-[2-methyl-3-(trifluoromethyl)phenyl]ethyl}amino)pyrido[2,3-d]pyrimidin-6-yl]-1,4lambda5-azaphosphinan-4-one